C(C=C)C1=C(OCC(CN2CCC(CC2)=C2C3=C(CCC4=C2NCC=C4)C=C(C=C3)Cl)O)C=CC=C1 1-(2-allylphenoxy)-3-(4-(8-chloro-5,6-dihydro-1H-benzo-[5,6]cyclohepta[1,2-b]pyridin-11-ylidene)-piperidin-1-yl)propan-2-ol